ethyl (1R,3R)-3-aminocyclobutane-1-carboxylate NC1CC(C1)C(=O)OCC